3-((5-(trifluoromethyl)thiophen-3-yl)oxy)aniline FC(C1=CC(=CS1)OC=1C=C(N)C=CC1)(F)F